[Si](C)(C)(C(C)(C)C)O[C@@H]1C[C@H](N(C1)C([C@H](C(C)C)N1N=NC(=C1)C1CCC(CC1)CO)=O)C(=O)NC (2S,4R)-4-((tert-butyldimethylsilyl)oxy)-1-((S)-2-(4-((1r,4S)-4-(hydroxymethyl)cyclohexyl)-1H-1,2,3-triazol-1-yl)-3-methylbutanoyl)-N-methylpyrrolidine-2-carboxamide